N-(6-(1-methyl-1H-imidazol-5-yl)isoquinolin-3-yl)cyclopropanecarboxamide CN1C=NC=C1C=1C=C2C=C(N=CC2=CC1)NC(=O)C1CC1